FC1=C(C(=CC=C1)F)C1=CC(=CC2=C1C(=NO2)N2C(N1C(=C2C)C[C@@H](C1)NS(=O)(=O)CC)=O)C(F)(F)F N-{(6S)-2-[4-(2,6-difluorophenyl)-6-(trifluoromethyl)-1,2-benzoxazol-3-yl]-1-methyl-3-oxo-2,5,6,7-tetrahydro-3H-pyrrolo[1,2-c]imidazol-6-yl}ethanesulfonamide